C(C)OC=1C=2N(C=C(N1)C(=O)NC=1C(N(C=C(C1)F)C)=O)C=C(N2)[C@@H]2COCCC2 (R)-8-ethoxy-N-(5-fluoro-1-methyl-2-oxo-1,2-dihydropyridin-3-yl)-2-(tetrahydro-2H-pyran-3-yl)imidazo[1,2-a]pyrazine-6-carboxamide